C(C)(C)(C)OC(=O)N1CCC=2C1=NC=CC2C2=CN=C1N2N=C(C(=C1)C=1C=NN(C1)C1CCOCC1)C 4-(6-methyl-7-(1-(tetrahydro-2H-pyran-4-yl)-1H-pyrazol-4-yl)imidazo[1,2-b]pyridazin-3-yl)-2,3-dihydro-1H-pyrrolo[2,3-b]pyridine-1-carboxylic acid tert-butyl ester